C(C)OC(=O)N1CC2(CC(C2)N2C[C@H]3C([C@H]3C2)C=2N=C(SC2)C)CC1 2-[(1r,5s,6r)-6-(2-methyl-1,3-thiazol-4-yl)-3-azabicyclo[3.1.0]hex-3-yl]-6-azaspiro[3.4]octane-6-carboxylic acid ethyl ester